C(C=C)(=O)N1[C@H](CN(C[C@H]1C)C1=NC(N2C3=C(C(=C(C=C13)C(F)(F)F)C1=C(C=C(C(=C1)Br)F)F)SC[C@@H]2COC)=O)C (3S)-7-((3S,5R)-4-acryloyl-3,5-dimethylpiperazin-1-yl)-10-(5-bromo-2,4-difluorophenyl)-3-(methoxymethyl)-9-(trifluoromethyl)-2,3-dihydro-5H-[1,4]thiazino[2,3,4-ij]quinazolin-5-one